COC(C(C)(C)NC(NCC(OC)OC)=O)=O 2-{[(2,2-dimethoxyethyl)carbamoyl]Amino}-2-methylpropanoic acid methyl ester